hexadecyl phosphate monopotassium salt [K+].P(=O)(OCCCCCCCCCCCCCCCC)([O-])O